NCCC1=CC(=CC=2C3=CC(=CC=C3NC12)Cl)NC=1C=NC(=C(C1)Cl)Cl 1-(2-Aminoethyl)-6-chloro-N-(5,6-dichloropyridin-3-yl)-9H-carbazol-3-amine